tert-butyl-N-(tert-butoxycarbonyl)-S-chloro-L-cysteine C(C)(C)(C)N([C@@H](CSCl)C(=O)O)C(=O)OC(C)(C)C